C(C)(=O)OC1=CC=2CN(CCC2S1)[C@H](C(=O)OC)C1=C(C=CC=C1)Cl methyl (S)-2-(2-acetoxy-6,7-dihydrothieno[3,2-c]pyridin-5(4H)-yl)-2-(2-chlorophenyl)-acetate